(R)-2-chloro-5-(methylsulfinyl)pyridine ClC1=NC=C(C=C1)[S@](=O)C